Cl\C(\C1CCN(CC1)C(=O)OC(C)(C)C)=N/O tert-butyl (Z)-4-(chloro(hydroxyimino)methyl)piperidine-1-carboxylate